FCC(C(=O)N[C@H](CC1=CC=C(C=C1)OC)C(=O)O)(C)C (R)-3-fluoro-4-methoxy-pivaloylphenylalanine